FC(C=1C=C(C=CC1)N1CCC(CC1)C(=O)N1CCC2N(CCC21)C(=O)OC(C)(C)C)(F)F tert-butyl 4-{1-[3-(trifluoromethyl)phenyl]piperidine-4-carbonyl}-octahydropyrrolo[3,2-b]pyrrole-1-carboxylate